ClC1=CC=C(C=C1)C1=NN=C(C2=CC=CC=C12)NC1CN(CCC1)C1CCCC1 4-(4-chlorophenyl)-N-(1-cyclopentylpiperidin-3-yl)phthalazin-1-amine